CC=1C(=C(C=NC1)NCC=1C=C2N=CC=NC2=CC1)O[C@H]1CNCC1 (R)-5-methyl-4-(pyrrolidin-3-yloxy)-N-(quinoxalin-6-ylmethyl)pyridin-3-amine